COCCOC1=C(C(=O)NN)C=C(C(=C1)C(=O)NN)OCCOC 2,5-bis(2-methoxyethoxy)terephthalhydrazide